S(=O)(=O)(O)O.COC(N)=N O-methyl-isourea hydrogen sulfate